[Cu].[Co] cobalt-copper salt